O[C@]1(C(N(CC1)C)=O)C=1SC(=CN1)C=1C=C(C=CC1)C1=CC=CC(=N1)C(=O)N (R,S)-6-(3-(2-(3-Hydroxy-1-methyl-2-oxopyrrolidin-3-yl)thiazol-5-yl)phenyl)picolinamide